5-((6-methylpyridin-3-yl)oxy)thiophene-2-carboxylic acid ethyl ester C(C)OC(=O)C=1SC(=CC1)OC=1C=NC(=CC1)C